1-(4-((7-methoxy-4-((2-methoxy-5-(4-methylfuran-2-yl)phenyl)amino)quinazolin-6-yl)oxy)piperidin-1-yl)prop-2-en-1-one COC1=C(C=C2C(=NC=NC2=C1)NC1=C(C=CC(=C1)C=1OC=C(C1)C)OC)OC1CCN(CC1)C(C=C)=O